C(C)(C)(C)OC(=O)N[C@H](COC=1C=C(C(=O)OC)C=C(C1Cl)[N+](=O)[O-])CC=C methyl (S)-3-((2-((tert-butoxycarbonyl) amino) pent-4-en-1-yl) oxy)-4-chloro-5-nitrobenzoate